3-[5-(3-aminopropyl)-2-oxo-benzo[cd]indol-1-yl]piperidine-2,6-dione NCCCC=1C=CC=2C(N(C3=CC=CC1C23)C2C(NC(CC2)=O)=O)=O